NC=1C=C(C=CC1)SC/C(=C/CNC(OC(C)(C)C)=O)/F tert-butyl (Z)-(4-((3-aminophenyl)thio)-3-fluorobut-2-en-1-yl)carbamate